FC12CCC(CC1)(CC2)NC(=O)NCC2=CC(=NC=C2)OC 1-(4-fluoro-1-bicyclo[2.2.2]octanyl)-3-[(2-methoxypyridin-4-yl)methyl]urea